Neopentanetetrayl 3,5-di-tert-butyl-4-hydroxyhydrocinnamate CC(C)(C)C1=CC(=CC(=C1O)C(C)(C)C)CCC(=O)OCC(COC(=O)CCC2=CC(=C(C(=C2)C(C)(C)C)O)C(C)(C)C)(COC(=O)CCC3=CC(=C(C(=C3)C(C)(C)C)O)C(C)(C)C)COC(=O)CCC4=CC(=C(C(=C4)C(C)(C)C)O)C(C)(C)C